BrC1=C(C(=O)NC)C=C(C=C1)[N+](=O)[O-] 2-bromo-N-methyl-5-nitrobenzamide